2-(6-(cyclopropyl((1S,5R)-2-fluoro-8-azabicyclo[3.2.1]octan-3-yl)amino)-1,2,4-triazin-3-yl)-4-fluoro-5-(1-methyl-1H-pyrazol-4-yl)phenol C1(CC1)N(C1=CN=C(N=N1)C1=C(C=C(C(=C1)F)C=1C=NN(C1)C)O)C1C([C@@H]2CC[C@H](C1)N2)F